(S)-1-(4-((((7-(1-(4-Chlorobenzyl)piperidin-3-yl)-2-methylpyrazolo[1,5-a]pyrimidin-3-yl)methyl)amino)methyl)piperidin-1-yl)ethan-1-one ClC1=CC=C(CN2C[C@H](CCC2)C2=CC=NC=3N2N=C(C3CNCC3CCN(CC3)C(C)=O)C)C=C1